silyl ether acetate C(C)(=O)O.[SiH3]O[SiH3]